tert-butyl 4-(but-3-yn-1-yl)piperazine-1-carboxylate C(CC#C)N1CCN(CC1)C(=O)OC(C)(C)C